[2-(4-aminopyrimidin-2-yl)-3-fluoro-phenyl]methanol NC1=NC(=NC=C1)C1=C(C=CC=C1F)CO